FC(OC1=C(C=C(C=N1)C(=O)NCC1=C2C(=CN=C1)OCC2)F)F 6-(difluoromethoxyl)-N-[(2,3-dihydrofuro[2,3-c]pyridin-4-yl)methyl]-5-fluoropyridine-3-carboxamide